BrN1N(C=2C(=NC=CC2)C1C1=CC2=C(OCCO2)C=C1)C 2-bromo-3-(1,4-benzodioxan-6-yl)-1-methylpyrazolo[4,5-b]pyridine